C(C)(C)(C)N(CC(=O)O)C(C1=CC(=CC(=C1)C(F)(F)C1=CC(=CC(=C1)C(F)(F)F)Br)Br)=O tert-butyl-(3-bromo-5-((3-bromo-5-(trifluoromethyl)phenyl)difluoromethyl)benzoyl)glycine